ClC1=C(C=2N=C(NC(C2C(=N1)OC[C@@H]1[C@H]2CC[C@@H](CN1)N2C(=O)OC(C)(C)C)=O)SC)F tert-butyl (1R,2S,5S)-2-(((7-chloro-8-fluoro-2-(methylthio)-4-oxo-3,4-dihydropyrido[4,3-d]pyrimidin-5-yl) oxy) methyl)-3,8-diazabicyclo[3.2.1]octane-8-carboxylate